SCSCCSCS 1,2-Bis(mercaptomethylthio)ethan